N-(6'-morpholinyl-[2,3'-bipyridine]-6-yl)-5-(5,6-dimethoxypyridin-3-yl)pyrazolo[1,5-A]pyrimidin-2-amine N1(CCOCC1)C1=CC=C(C=N1)C1=NC(=CC=C1)NC1=NN2C(N=C(C=C2)C=2C=NC(=C(C2)OC)OC)=C1